N[C@@H](CCC(=O)O)C(=O)N[C@@H](CCCN)C(=O)O L-glutamyl-L-ornithine